CC1=C(CCC1)O Methylcyclopentenol